O1C(=CC=C1)C1=NN2C(N=C(N=C2N)N2C[C@H](CCC2)CN2CCN(CC2)C2=CC=C(C=C2)S(=O)(=O)C)=N1 (R)-2-(furan-2-yl)-5-(3-((4-(4-(methylsulfonyl)phenyl)piperazin-1-yl)methyl)piperidin-1-yl)-[1,2,4]triazolo[1,5-a][1,3,5]triazine-7-amine